C(C1=CC=CC=C1)OC1=C(CN2C=CC3=C2N=C(N=C3)C=3C(=NC=NC3OC)C3CC3)C=CC(=C1)C=1N(C=C(N1)C(F)(F)F)C(C)C 7-(2-(benzyloxy)-4-(1-isopropyl-4-(trifluoromethyl)-1H-imidazol-2-yl)benzyl)-2-(4-cyclopropyl-6-methoxypyrimidin-5-yl)-7H-pyrrolo[2,3-d]pyrimidine